[N+](#[C-])C(C(=O)OCCCC)C n-butyl α-isocyanopropionate